(1S,5R)-1-(2-chloro-4-fluorophenyl)-3-(4-(6-methoxypyridin-3-yl)-5-((((R)-tetrahydrofuran-3-yl)oxy)methyl)-4H-1,2,4-triazol-3-yl)-3-azabicyclo[3.1.0]hexane ClC1=C(C=CC(=C1)F)[C@]12CN(C[C@@H]2C1)C1=NN=C(N1C=1C=NC(=CC1)OC)CO[C@H]1COCC1